1-bromo-2,5-difluoro-4-nitrobenzene BrC1=C(C=C(C(=C1)F)[N+](=O)[O-])F